(R)-5-methyl-4-((1S,6R)-5-((S)-2-phenyl-3-(piperazin-1-yl)propionyl)-2,5-diazabicyclo[4.1.0]heptan-2-yl)-5,8-dihydropyrido[2,3-d]pyrimidin-7(6H)-one C[C@@H]1CC(NC=2N=CN=C(C21)N2[C@H]1C[C@H]1N(CC2)C([C@H](CN2CCNCC2)C2=CC=CC=C2)=O)=O